aniline monohydrochloride Cl.NC1=CC=CC=C1